C(C)S(=O)(=O)N1C=C(C2=CC=CC=C12)C1=NC(=NC=C1)NC=1C=C2C=NN(C2=CC1)CC(=O)N(C)C 2-(5-((4-(1-(ethanesulfonyl)-1H-indol-3-yl)pyrimidin-2-yl)amino)-1H-indazol-1-yl)-N,N-dimethylacetamide